C(C(=C)C)(=O)OC12CC3(CC(CC(C1)C3)C2)OC(C(=C)C)=O 1,3-adamantanediol dimethacrylate